1-(3-chloro-5'-fluoro-2'-hydroxy-3'-(5-(8-isopropyl-3,8-diazabicyclo[3.2.1]oct-3-yl)-6-methoxypyridin-3-yl)-[1,1'-biphenyl]-4-yl)-3-methyl-1H-imidazol-2(3H)-one ClC=1C=C(C=CC1N1C(N(C=C1)C)=O)C1=C(C(=CC(=C1)F)C=1C=NC(=C(C1)N1CC2CCC(C1)N2C(C)C)OC)O